methyl 2-(chloromethyl)-1-[(2S)-oxetan-2-ylmethyl]-1H-benzoimidazole-6-carboxylate ClCC1=NC2=C(N1C[C@H]1OCC1)C=C(C=C2)C(=O)OC